NCCCCCCCCN 1,2-bis(3-aminopropyl)ethane